ClCCCOC(=O)N[C@H](C(=O)OCC)CCCCNC(=O)OCCCCl (S)-ethyl 2,6-bis(((3-chloropropoxy)carbonyl)amino)hexanoate